BrC1=CC=CC(=N1)OCC=1SC(=NN1)OCC1(CC1)C 2-[(6-bromo-2-pyridyl)oxymethyl]-5-[(1-methylcyclopropyl)methoxy]-1,3,4-thiadiazole